(+/-)-4-[4-(2-amino-6-methyl-pyrimidin-4-yl)-1,4-oxazepan-3-yl]-3-chloro-benzoic acid-trifluoroacetate salt FC(C(=O)O)(F)F.NC1=NC(=CC(=N1)N1[C@@H](COCCC1)C1=C(C=C(C(=O)O)C=C1)Cl)C |r|